N-Boc-(S)-2-ethynylmorpholine C(=O)(OC(C)(C)C)N1C[C@@H](OCC1)C#C